3-nitrophthalic anhydride [N+](=O)([O-])C1=C2C(C(=O)OC2=O)=CC=C1